The molecule is an iminium betaine consisting of phenazine carrying carboxylate- and methyl substituents at positions 1 and 5 respectively. It is a phenazine and an iminium betaine. C[N+]1=C2C=CC=C(C2=NC3=CC=CC=C31)C(=O)[O-]